methyl 2-(3-aminoprop-1-yn-1-yl)-5-(4-(3-aminopropyl)piperazin-1-yl)benzoate NCC#CC1=C(C(=O)OC)C=C(C=C1)N1CCN(CC1)CCCN